CC(C)(C)OC(=O)N1C=C(C=2C1=NC(=CC2)C#N)C2=NC(=NC=C2C(F)(F)F)N[C@@H]2C[C@H](CC2)N 6-cyano-3-(2-{[(1s,3s)-3-aminocyclopentyl]amino}-5-(trifluoromethyl)pyrimidin-4-yl)pyrrolo[2,3-b]pyridine-1-carboxylic acid-2-methylpropan-2-yl ester